2-(3-chloro-2-methylpyridin-4-yl)-3-isopropyl-5-(piperidin-4-yl)-1H-indole ClC=1C(=NC=CC1C=1NC2=CC=C(C=C2C1C(C)C)C1CCNCC1)C